4-(4-bromophenoxy)-2-chloro-1-fluorobenzene BrC1=CC=C(OC2=CC(=C(C=C2)F)Cl)C=C1